C12(CC(C1)C2)CN2CC(N(CC2)C2CC1(C2)CCNCC1)C1=C(C=CC=C1)C(C)C 2-(4-(bicyclo[1.1.1]pentan-1-ylmethyl)-2-(2-isopropylphenyl)piperazin-1-yl)-7-azaspiro[3.5]nonane